tert-Butyl 7-amino-4-azaspiro[2.5]octane-4-carboxylate NC1CCN(C2(CC2)C1)C(=O)OC(C)(C)C